tert-butyl-diphenyl-[[6-[3-(trifluoromethyl)-1H-pyrazol-5-yl]-3-bicyclo[3.1.0]hexanyl]oxy]silane C(C)(C)(C)[Si](OC1CC2C(C2C1)C1=CC(=NN1)C(F)(F)F)(C1=CC=CC=C1)C1=CC=CC=C1